O[C@]1(CC[C@@H]2N(CCN(C2)C(=O)C2=C(C(=CC=C2)OC(F)F)Cl)C1)C1=NC=C(C=C1)C(F)(F)F [(7S,9aS)-7-hydroxy-7-[5-(trifluoromethyl)pyridin-2-yl]-3,4,6,8,9,9a-hexahydro-1H-pyrido[1,2-a]pyrazin-2-yl]-[2-chloro-3-(difluoromethoxy)phenyl]methanone